O[C@H]([C@H](C(=O)OCC)OS(=O)(=O)C1=CC=C(C=C1)[N+](=O)[O-])C1=CC=CC=C1 ethyl (2R,3S)-3-hydroxy-2-(((4-nitrophenyl) sulfonyl)oxy)-3-phenylpropanoate